N-(2-((3S,4S)-4-hydroxy-3-((5-(trifluoromethyl)pyrimidin-2-yl)amino)piperidin-1-yl)-1,6-dimethyl-1H-benzo[d]imidazol-5-yl)acrylamide O[C@@H]1[C@H](CN(CC1)C1=NC2=C(N1C)C=C(C(=C2)NC(C=C)=O)C)NC2=NC=C(C=N2)C(F)(F)F